S(=O)(=O)(O)C1=CC=CC=C1.COC(CC[C@H]1C=2N(C3=C(C(=N1)C1=NC=CC=C1)C=C(C=C3)Br)C(=CN2)C)=O 3-[(4S)-8-bromo-1-methyl-6-(2-pyridinyl)-4H-imidazolo[1,2-a][1,4]benzodiazepine-4-yl]-propionic methyl ester besylate